C[C@H]1[C@H]([C@H]([C@@H]([C@@H](O1)O[C@@H]2[C@H](O[C@H]([C@@H]([C@H]2O[C@H]3[C@@H]([C@H]([C@H]([C@H](O3)CO)O)O)O)NC(=O)C)O[C@H]4[C@H]([C@H](O[C@H]([C@@H]4O)O[C@@H]5[C@H](O[C@H]([C@@H]([C@H]5O)NC(=O)C)O)CO)CO)O)CO)O)O)O The molecule is a branched amino pentasaccharide comprising a linear chain of beta-D-galactose, N-acetyl-beta-D-glucosamine, beta-D-galactose and N-acetyl-beta-D-glucosamine, linked (1->3), (1->3) and (1->4) respectively, with an alpha-L-fucose residue (1->4)-linked to the N-acetyl-beta-D-glucosamine residue at the non-reducing end. It has a role as an epitope. It is an amino pentasaccharide and a glucosamine oligosaccharide.